FC1(CN(CC[C@H]1N[C@H](C)C1=CC=CC=C1)C(=O)OC(C)(C)C)F tert-Butyl (4R)-3,3-difluoro-4-[[(1R)-1-phenylethyl]amino]piperidine-1-carboxylate